4-cyclopropoxy-3-((phenylmethyl)sulfonamido)benzoic acid C1(CC1)OC1=C(C=C(C(=O)O)C=C1)NS(=O)(=O)CC1=CC=CC=C1